4,7,10,13,16-pentaoxa-3-silanonadecan-19-oate CC[SiH2]OCCOCCOCCOCCOCCC(=O)[O-]